BrC=1C=CC2=C(C1)OC(C1=C2N=C(S1)N)(CC)CC 7-bromo-4,4-diethyl-4H-chromeno[4,3-d]thiazol-2-amine